COC=1C(=CC=2N(C1)N=C(C2)C)N 6-methoxy-2-methylpyrazolo[1,5-a]pyridin-5-amine